N-(2-fluoro-4-(1,8-diazaspiro[4.5]decan-8-yl)phenyl)-7-methoxy-2-methylimidazo[1,2-a]pyridine-6-carboxamide FC1=C(C=CC(=C1)N1CCC2(CCCN2)CC1)NC(=O)C=1C(=CC=2N(C1)C=C(N2)C)OC